C(C)(=O)C=1C(=C(C(=C(C1)Cl)C)C1CN(C1)C(=O)OC(C)(C)C)OC tert-Butyl 3-(3-acetyl-5-chloro-2-methoxy-6-methylphenyl)azetidine-1-carboxylate